Cl.N1CC(CCC1)C=1SC(=NN1)C1=C(C=CC=C1)OC(F)(F)F 2-(piperidin-3-yl)-5-(2-(trifluoromethoxy)phenyl)-1,3,4-thiadiazole hydrochloride